(E)-6-(2-(6-hydroxypyridin-3-yl)vinyl)quinoline-4-carboxylic acid OC1=CC=C(C=N1)/C=C/C=1C=C2C(=CC=NC2=CC1)C(=O)O